FC(C(=O)N1C(C(C1)N1N=C(C=2C1=NC=CC2)C2=CC=C(C=C2)C(F)(F)F)F)=C 2-fluoro-1-(2-fluoro-3-(3-(4-(trifluoromethyl)phenyl)-1H-pyrazolo[3,4-b]pyridin-1-yl)azetidin-1-yl)prop-2-en-1-one